((4-(((2S,4R)-2-methyl-1-propionyl-1,2,3,4-tetrahydroquinolin-4-yl)amino)phenyl)carbamoyl)glycine C[C@@H]1N(C2=CC=CC=C2[C@@H](C1)NC1=CC=C(C=C1)NC(=O)NCC(=O)O)C(CC)=O